C[C@@H]1N(CCOC1)C1=CC(=C2C(=N1)C(=NS2)C2=CC=NN2C2OCCCC2)C2(CCOCC2)C#N 4-{5-[(3S)-3-methylmorpholin-4-yl]-3-[1-(oxan-2-yl)-1H-pyrazol-5-yl]-[1,2]thiazolo[4,5-b]pyridin-7-yl}oxane-4-carbonitrile